O=C1NC(CCC1NC1=CC(=C(C=C1)N1CCN(CC1)CCC1CCN(CC1)NC(OC(C)(C)C)=O)F)=O tert-butyl (4-(2-(4-(4-((2,6-dioxopiperidin-3-yl)amino)-2-fluorophenyl)piperazin-1-yl)ethyl)piperidin-1-yl)carbamate